N,N-dimethyl-4-aminobutyltri-n-propoxysilane CN(CCCC[Si](OCCC)(OCCC)OCCC)C